[14C](C)(=O)[O-] [14C]acetate